2-(3,4-dimethoxybenzyl)-6-(trifluoromethyl)benzo[d]thiazole COC=1C=C(CC=2SC3=C(N2)C=CC(=C3)C(F)(F)F)C=CC1OC